FC(CNC1CC2(CN(C2)C(=O)OC(C)(C)C)C1)(F)F tert-butyl 6-((2,2,2-trifluoroethyl)amino)-2-azaspiro[3.3]heptane-2-carboxylate